COC1=C(C=C(C=C1)C)[C@@]1([C@@H](C1)C1=NC(=NC=C1)OC)C(=O)NS(=O)(=O)C=1C=2C=CC(=NC2C=CC1)C |r| rac-(1r,2r)-1-(2-methoxy-5-methylphenyl)-2-(2-methoxypyrimidin-4-yl)-N-(2-methylquinoline-5-sulfonyl)cyclopropane-1-carboxamide